ClC1=CC=C(C=C1)N1CCN(CC1)C1=C(C=C(C(=C1)OC)[N+](=O)[O-])F 1-(4-chlorophenyl)-4-(2-fluoro-5-methoxy-4-nitrophenyl)piperazine